C[SiH]1O[SiH](O[SiH](O[SiH](O[SiH](O[SiH](O1)C)C)C)C)C 2,4,6,8,10,12-hexamethylcyclohexasiloxane